ClC=1C=C(C=C(C1)C#N)C(C)(C)C1=CC=C(OCC2=NC(=NC=C2)N2CC3(C2)CCN(CC3)CC3CN(C3)C(=O)OC(C)(C)C)C=C1 tert-butyl 3-((2-(4-((4-(2-(3-chloro-5-cyanophenyl)propan-2-yl)phenoxy)methyl)pyrimidin-2-yl)-2,7-diazaspiro[3.5]nonan-7-yl)methyl)azetidine-1-carboxylate